β-terpinyl acetate CC(=C)C1CCC(CC1)(C)OC(=O)C